CC1=NC=C(C(=N1)N1CCC(CC1)OC=1C=CC(=NC1)OCCO)C 2-((5-((1-(2,5-dimethylpyrimidin-4-yl)piperidin-4-yl)oxy)pyridin-2-yl)oxy)ethan-1-ol